5-((S)-2,6-diaminohexanamido)-2-methyl-N-((R)-1-(naphthalen-1-yl)ethyl)benzamide bis(2,2,2-trifluoroacetate) FC(C(=O)O)(F)F.FC(C(=O)O)(F)F.N[C@H](C(=O)NC=1C=CC(=C(C(=O)N[C@H](C)C2=CC=CC3=CC=CC=C23)C1)C)CCCCN